6-(1-(2,3-dichlorophenyl)piperidin-4-yl)-4,5,6,7-tetrahydrobenzo[d]thiazole-2,6-diamine ClC1=C(C=CC=C1Cl)N1CCC(CC1)C1(CC2=C(N=C(S2)N)CC1)N